[1,3]oxazole O1C=NC=C1